COC1(CCN(CC1)CC1(CCCC1)CNC(=O)C1=CC2=C(S1)CCCCCC2)C N-({1-[(4-methoxy-4-methylpiperidin-1-yl)methyl]cyclopentyl}methyl)-4H,5H,6H,7H,8H,9H-cycloocta[b]thiophene-2-carboxamide